[Na+].[Na+].O.O.S(=S)(=O)(OCCCCCCOS(=S)(=O)[O-])[O-] hexamethylene 1,6-dithiosulfate dihydrate disodium salt